C(C)(=O)O[C@H](C)C1=CC=C(C=C1)OC |r| racemic-(4-methoxy-phenyl)-1-ethanol acetate